ClC1=NC=C(C(=N1)C1=CC(=C(C=C1)N(C)CC1(CC1)C#N)F)C (((4-(2-chloro-5-methylpyrimidin-4-yl)-2-fluorophenyl)(methyl)amino)methyl)cyclopropanecarbonitrile